N-(1-(3-(3-(hydroxymethyl)phenyl)-1,2,4-oxadiazol-5-yl)ethyl)-N,1-dimethyl-3-(trifluoromethyl)-1H-pyrazole-5-carboxamide OCC=1C=C(C=CC1)C1=NOC(=N1)C(C)N(C(=O)C1=CC(=NN1C)C(F)(F)F)C